2-chloro-N-(5-methyl-1H-pyrazol-3-yl)-5-((2-nitrophenyl)sulfonyl)-5H-pyrrolo[3,2-d]pyrimidin-4-amine ClC=1N=C(C2=C(N1)C=CN2S(=O)(=O)C2=C(C=CC=C2)[N+](=O)[O-])NC2=NNC(=C2)C